C(C)OC(=O)[C@H]1N(C([C@H]2[C@@H]1CN(C2)CC2=CC=CC=C2)=O)C(=O)OC(C)(C)C (1s,3as,6ar)-5-benzyl-3-oxohexahydropyrrolo[3,4-c]pyrrole-1,2(1H)-dicarboxylic acid 2-tert-butyl 1-ethyl ester